4-methoxy-2-pyridinamine COC1=CC(=NC=C1)N